FC=1C=C(C=CC1)C=1C(=NN(C1C(=O)O)C=1SC(=C(N1)C1=CC(=CC=C1)C(F)(F)F)SC(C)C)C 4-(3-fluorophenyl)-1-(5-(isopropylthio)-4-(3-(trifluoromethyl)phenyl)thiazol-2-yl)-3-methyl-1H-pyrazole-5-carboxylic acid